C12CC(CC(CC1)N2)OC=2C=CC=1N=CN=C(C1N2)NC2=CC(=C(C=C2)OC2=CC=1N(C=C2)N=CN1)C 6-((8-Azabicyclo[3.2.1]octan-3-yl)oxy)-N-(4-([1,2,4]triazolo[1,5-a]pyridin-7-yloxy)-3-methylphenyl)pyrido[3,2-d]pyrimidin-4-amine